ClC=1C(=NC(=C(C(=O)NC2=CC(NC=C2)=O)C1)OC1=C(C=C(C=C1)F)OC)C(F)(F)F 5-chloro-2-(4-fluoro-2-methoxyphenoxy)-N-(2-oxo-1,2-dihydropyridin-4-yl)-6-(trifluoromethyl)nicotinamide